OC1(CCN(CC1)C(=O)OC(C)(C)C)C#CC(C)O tert-Butyl 4-hydroxy-4-(3-hydroxybut-1-ynyl)piperidine-1-carboxylate